N[C@H](CC(=O)O)C(=O)O.N[C@H](CC(=O)O)C(=O)O D-aspartic acid (D-ASPARTATE)